Cl.FC([C@@](N)(CCCN)C(=O)O)F (R)-alpha-difluoromethyl-ornithine hydrochloride